C(#N)C1=NC=CN=C1C#N 2,3-DICYANOPYRAZINE